N-((4-methyl-1H-imidazol-2-yl)methyl)-4-(8,9,10,11-tetrahydro-3H-pyrazolo[4,3-a]phenanthridin-7-yl)benzamide CC=1N=C(NC1)CNC(C1=CC=C(C=C1)C1=NC2=CC=C3C(=C2C=2CCCCC12)C=NN3)=O